2-Bromo-4-(1-ethyl-3-phenyl-propyl)sulfonyl-1-methoxybenzene tert-butyl-4-[2,6-bis(phenoxy)pyridin-3-yl]-2-oxo-3',6'-dihydro-2'H-[1,4'-bipyridine]-1'-carboxylate C(C)(C)(C)OC(=O)N1CCC(=CC1)N1C(C=C(C=C1)C=1C(=NC(=CC1)OC1=CC=CC=C1)OC1=CC=CC=C1)=O.BrC1=C(C=CC(=C1)S(=O)(=O)C(CCC1=CC=CC=C1)CC)OC